NC1=NC(=C(C=2N1C(N(N2)CC2=NON=C2C)=O)C2=CC(=NC(=C2)C)C(=O)OC)C2=CC=CC=C2 methyl 4-(5-amino-2-((4-methyl-1,2,5-oxadiazol-3-yl) methyl)-3-oxo-7-phenyl-2,3-dihydro-[1,2,4]triazolo[4,3-c]pyrimidin-8-yl)-6-methylpyridinecarboxylate